C(#N)C1=CC=C(C=N1)O[C@@H]1[C@H](N(C1)C(=O)OC(C)(C)C)C tert-butyl (2R,3S)-3-[(6-cyanopyridin-3-yl)oxy]-2-methylazetidine-1-carboxylate